2-(6-bromo-4-isopropyl-1-oxophthalazin-2(1H)-yl)-N-(3-fluoropyridin-4-yl)acetamide BrC=1C=C2C(=NN(C(C2=CC1)=O)CC(=O)NC1=C(C=NC=C1)F)C(C)C